[Sb].[As].[Ag] Silver arsenic antimony